N-((R)-1-(3-(difluoromethyl)-2-fluorophenyl)ethyl)-1-(1-(fluoromethyl)cyclopropyl)-4-(((1R,5S,8r)-3-methyl-3-azabicyclo[3.2.1]octan-8-yl)amino)-6-oxo-1,6-dihydropyridine-3-carboxamide FC(C=1C(=C(C=CC1)[C@@H](C)NC(=O)C1=CN(C(C=C1NC1[C@H]2CN(C[C@@H]1CC2)C)=O)C2(CC2)CF)F)F